[Na+].C(C(O)CC(=O)[O-])(=O)[O-].[Na+] DL-malate sodium salt